1-Methylpiperidin-4-yl (5-(6,7-difluoro-4-oxo-3,4-dihydrophthalazin-1-yl)-1H-benzimidazol-2-yl)carbamate FC=1C=C2C(NN=C(C2=CC1F)C1=CC2=C(NC(=N2)NC(OC2CCN(CC2)C)=O)C=C1)=O